C(C)C=1C=NC=CC1C(=O)NC=1C=C2CCC(NC2=CC1)=O 3-ethyl-N-(2-oxo-3,4-dihydro-1H-quinolin-6-yl)pyridine-4-carboxamide